COC=1C=C(C=C2N(C3=CC=CC=C3C2=O)C)C=CC1OCC(=O)N1CCOCC1 2-(3-methoxy-4-(2-morpholino-2-oxoethoxy)benzylidene)-1-methyl-indolin-3-one